[Na].COC1=NC=CC(=C1)C=1C(=C2CCCC2=CC1)NC(=O)NS(=O)(=O)C1=CC=2CN(CCC2S1)C ((5-(2-Methoxypyridin-4-yl)-2,3-dihydro-1H-inden-4-yl)carbamoyl)((5-methyl-4,5,6,7-tetrahydrothieno[3,2-c]pyridin-2-yl)sulfonyl)amine sodium salt